2-fluoro-N-(5-(6-fluoro-5-(methylthio)-1H-indazol-4-yl)thiazolo[5,4-b]pyridin-2-yl)cyclopropane-1-carboxamide FC1C(C1)C(=O)NC=1SC2=NC(=CC=C2N1)C1=C2C=NNC2=CC(=C1SC)F